4-phenyl-2-(4-(piperidin-1-yl)butyl)pyridazin-3(2H)-one hydrochloride Cl.C1(=CC=CC=C1)C=1C(N(N=CC1)CCCCN1CCCCC1)=O